(E)-3-ethyl-4-(3-(4-(3-(isopropylamino)prop-1-en-1-yl)-1H-imidazol-2-yl)-1H-indazol-6-yl)phenol C(C)C=1C=C(C=CC1C1=CC=C2C(=NNC2=C1)C=1NC=C(N1)\C=C\CNC(C)C)O